ClC=1C(=NC=C(C1)[N+](=O)[O-])C1=NC=CC=N1 2-(3-chloro-5-nitro-2-pyridinyl)pyrimidine